FC=1C=C(C=C2C=C(N=CC12)NC(=O)C1CCNCC1)C=1C=NN(C1)C N-(8-fluoro-6-(1-methyl-1H-pyrazol-4-yl)isoquinolin-3-yl)piperidine-4-carboxamide